COC(=O)N1CCN(CC1)CC1CCN(CC1)C(CN1N=CC(=C1)NC1=NN2C(C(=CC=C2)N2CC(C2)(N2N=CC(=C2)CC)CC#N)=N1)=O methyl-4-[[1-[2-[4-[[8-[3-(cyanomethyl)-3-(4-ethylpyrazol-1-yl)azetidin-1-yl]-[1,2,4]triazolo[1,5-a]pyridin-2-yl]amino]pyrazol-1-yl]acetyl]-4-piperidyl]methyl]piperazine-1-carboxylate